N-[3-(methylamino)propyl]-acetamide CNCCCNC(C)=O